(S)-3-((4-(cyclopropylethynyl)-6-fluoro-1-(4-methoxybenzyl)-3-methyl-2-oxo-4-(trifluoromethyl)-1,2,3,4-tetrahydroquinazolin-7-yl)methyl)imidazolidine-2,4-dione C1(CC1)C#C[C@@]1(N(C(N(C2=CC(=C(C=C12)F)CN1C(NCC1=O)=O)CC1=CC=C(C=C1)OC)=O)C)C(F)(F)F